OC(CCCCCCCCC=CC(=O)O)C(CCCCC)O 12,13-dihydroxyoctadecenoic acid